Cl.Cl.OC1=C(OC2=C(C(=CC=C2C1=O)O)OC)C1=CC=C(C=C1)CCCCN(CCN1CCCCC1)C 3,7-Dihydroxy-8-methoxy-2-(4-(4-(methyl(2-(piperidin-1-yl)ethyl)amino)butyl)phenyl)-4H-chromen-4-one dihydrochloride